CC1=NN(C(=C1B1OC(C(O1)(C)C)(C)C)C)CCCC#N 4-[3,5-dimethyl-4-(4,4,5,5-tetramethyl-1,3,2-dioxaborolan-2-yl)pyrazol-1-yl]butanenitrile